tert-butyl 3-ethenyl-2-hydroxy-6,8-dihydro-5H-1,7-naphthyridine-7-carboxylate C(=C)C=1C(=NC=2CN(CCC2C1)C(=O)OC(C)(C)C)O